FC1=C(C=C(C=C1)O)B(O)O 2-fluoro-5-hydroxy-phenyl-boronic acid